2-(2,5-dioxo-imidazolidin-1-yl)-N-(4-(trifluoromethyl)phenyl)acetamide O=C1N(C(CN1)=O)CC(=O)NC1=CC=C(C=C1)C(F)(F)F